(R)-4-(7-(3-aminopiperidine-1-yl)-3-(3-(2-morpholinoethoxy)phenyl)-3H-imidazo[4,5-b]pyridine-2-yl)-2-fluorobenzonitrile N[C@H]1CN(CCC1)C1=C2C(=NC=C1)N(C(=N2)C2=CC(=C(C#N)C=C2)F)C2=CC(=CC=C2)OCCN2CCOCC2